1-((2s,3s)-1-methyl-5-oxo-2-(pyridin-3-yl)pyrrolidin-3-yl)-1-oxo-5,8,11-trioxa-2-aza-tetradecan-14-oic acid tert-butyl ester C(C)(C)(C)OC(CCOCCOCCOCCNC(=O)[C@@H]1[C@H](N(C(C1)=O)C)C=1C=NC=CC1)=O